CC1(C(C(CCC1)C)CCC(CC)O)C 1-(2,2,6-trimethylcyclohexyl)-pentan-3-ol